C(C1=CC=CC=C1)N1CC(C=C(C1)Br)Br 1-benzyl-3,5-dibromo-1,2,3,6-tetrahydropyridine